Cl.COC1=CC=C(C=N1)CC1(CCNCC1)O 4-((6-methoxypyridin-3-yl)methyl)piperidin-4-ol hydrochloride